4-[2-(1-methylethoxy)ethyl-[4-(5,6,7,8-tetrahydro-1,8-naphthyridin-2-yl)butyl]amino]-2-[[2-(trifluoromethyl)pyridine-3-carbonyl]amino]butanoic acid CC(C)OCCN(CCC(C(=O)O)NC(=O)C=1C(=NC=CC1)C(F)(F)F)CCCCC1=NC=2NCCCC2C=C1